8-methoxy-2,3,4,5,11,11a-hexahydro-1H-[1,4]diazepino[1,7-a]indole COC=1C=CC=2CC3N(C2C1)CCNCC3